COC1=CC=C(CNC2=NC=CC3=C2C=NN3)C=C1 N-(4-methoxybenzyl)-1H-pyrazolo[4,3-c]pyridin-4-ylamine